6-BROMO-4-CYCLOPROPYL-N-[(2,4-DIMETHOXYPHENYL)METHYL]PHTHALAZIN-1-AMINE BrC=1C=C2C(=NN=C(C2=CC1)NCC1=C(C=C(C=C1)OC)OC)C1CC1